C(C)N([Si]1(O[Si](O[Si](O[Si](O1)(C)N(CC)CC)(C)C)(C)C)C)CC 2,4-bis(diethylamino)-2,4,6,6,8,8-hexamethylcyclotetrasiloxane